CC1=C2C(=NN(C2=C(C=C1)C(=O)O)C)\C=C\C(=O)OC methyl-(E)-3-(3-methoxy-3-oxoprop-1-en-1-yl)-1-methyl-1H-indazole-7-carboxylic acid